ethyl (3S,4aS,7aR)-3-fluoro-1-methyl-2-oxooctahydro-4aH-cyclopenta[b]pyridine-4a-carboxylate F[C@H]1C[C@@]2([C@H](N(C1=O)C)CCC2)C(=O)OCC